2-(6-{[(3R,4S)-3-fluoro-2,2,6,6-tetramethylpiperidin-4-yl]oxy}pyridazin-3-yl)-5-(2H-1,2,3-triazol-2-yl)pyridin-3-ol F[C@@H]1C(NC(C[C@@H]1OC1=CC=C(N=N1)C1=NC=C(C=C1O)N1N=CC=N1)(C)C)(C)C